Benzisothiazolinon S1(N=CC2=C1C=CC=C2)=O